OC(C)(CCC=C(CCC=C(CCC=C(CCC=C(C)C)C)C)C)S(=O)(=O)[O-].[K+] potassium 2-hydroxy-6,10,14,18-tetramethyl-5,9,13,17-nonadecatetraene-2-sulfonate